CN(C1C(CCCC1)=O)C 2-(dimethylamino)cyclohexan-1-one